OCC=1C=C(C=CC1C)C(CC(=O)O)C1=C(C2=C(N(N=N2)CCOC2OCCCC2)C=C1)C 3-[3-(Hydroxymethyl)-4-methylphenyl]-3-(4-methyl-1-{2-[(oxan-2-yl)oxy]ethyl}-1H-benzotriazol-5-yl)propanoic acid